N-tert-butyl-3-[[2-(5-chloro-2-methoxy-phenyl)acetyl]amino]-4-methoxy-benzamide C(C)(C)(C)NC(C1=CC(=C(C=C1)OC)NC(CC1=C(C=CC(=C1)Cl)OC)=O)=O